methyl (R)-(4-(1-phenylethoxy)benzoyl)glycinate C1(=CC=CC=C1)[C@@H](C)OC1=CC=C(C(=O)NCC(=O)OC)C=C1